C(C)(C)(C)OC(=O)N1C2CCC1CC=1C=NC=CC12 tert-butyl-6,7,8,9-tetrahydro-5H-5,8-epiminocyclohepta[c]pyridine-10-carboxylate